4,4'-bi-1,2,4-triazole N=1N=CN(C1)N1C=NN=C1